BrC1=CN=NC2=CC(=C(C=C12)OC[C@@H]1CN(CC1)C)OC (S)-4-bromo-7-methoxy-6-((1-methylpyrrolidin-3-yl)methoxy)cinnoline